4-(1-Acetyl-6-(6-methylpyridin-2-yl)-2,3-dihydro-1H-imidazo[1,2-a]imidazol-5-yl)-2H-pyran-2-one C(C)(=O)N1C=2N(CC1)C(=C(N2)C2=NC(=CC=C2)C)C2=CC(OC=C2)=O